C(#N)C=1C=C(C=NC1C)C[C@@H]1CC[C@H](CC1)C(=O)O trans-4-[(5-cyano-6-methyl-3-pyridyl)methyl]cyclohexanecarboxylic acid